(E,3S)-3-hydroxy-4-methyl-oct-1-en O[C@@H](C=C)C(CCCC)C